C1(CC1)NC(=O)C=1N=C2SC(=NN2C1)NC(C1=CN=C(C=C1C1=C(C=CC=C1)OC)C)=O N-Cyclopropyl-2-(4-(2-methoxyphenyl)-6-methylnicotinamido)imidazo[2,1-b][1,3,4]thiadiazole-6-carboxamide